6-(1-(8-(cyclopropylmethyl)-8-azabicyclo[3.2.1]octan-3-yl)piperidin-4-yl)-2-(3,4-dimethoxyphenyl)-1,4-dimethyl-1H-benzo[d]imidazole C1(CC1)CN1C2CC(CC1CC2)N2CCC(CC2)C=2C=C(C1=C(N(C(=N1)C1=CC(=C(C=C1)OC)OC)C)C2)C